C(C)OC=1C(C(CCC1)C(C(=O)OC)=C=O)=C=O methyl 2-(3-ethoxy-2-carbonylcyclohex-3-en-1-yl)-2-carbonylacetate